ClC1=C(C(=O)P(C2=CC=C(C=C2)Cl)(C(C2=C(C=CC=C2Cl)Cl)=O)=O)C(=CC=C1)Cl bis-(2,6-dichloro-benzoyl)-4-chlorophenylphosphine oxide